(DIETHYLAMINO)ETHANOL CCN(CC)CCO